7-(2,7-Dimethyl-2H-indazol-5-yl)-5-fluoro-3-(piperidin-4-yl)cinnoline CN1N=C2C(=CC(=CC2=C1)C1=CC(=C2C=C(N=NC2=C1)C1CCNCC1)F)C